4-(7-phenyl-4-(2-(tetrahydrofuran-2-yl)ethoxy)-6,7-dihydro-5H-pyrrolo[2,3-d]pyrimidin-2-yl)morpholine C1(=CC=CC=C1)N1CCC2=C1N=C(N=C2OCCC2OCCC2)N2CCOCC2